C(#C)C1=CC=CN1 5-ethynyl-1H-pyrrole